(1R,2s,3R,5R)-3-(4-amino-5-bromo-7H-pyrrolo[2,3-d]pyrimidin-7-yl)-5-(((3-((4-fluorobenzyl)amino)propyl)amino)methyl)cyclopentane-1,2-diol NC=1C2=C(N=CN1)N(C=C2Br)[C@H]2[C@@H]([C@@H]([C@H](C2)CNCCCNCC2=CC=C(C=C2)F)O)O